CC1=C(C(=O)O)C=C(C=N1)C1=NC(=CN=C1)C(NC1=CC=C(C=C1)OCCC1=CC=CC=C1)=O 2-methyl-5-(6-((4-phenethoxyphenyl)-carbamoyl)pyrazin-2-yl)nicotinic acid